8-(trifluoromethoxy)-2,3,4,5-tetrahydro-1H-benzofuro[3,2-c]azepine FC(OC1=CC2=C(C=C1)C=1CNCCCC1O2)(F)F